(p-chlorophenyl)-1,1-dimethylurea ClC1=CC=C(C=C1)NC(N(C)C)=O